The molecule is a lipid A derivative having an L-alpha-D-Hep-(1->5)-[alpha-Kdo-(2->4)]-alpha-Kdo moiety attached to the free primary hydroxy group of lipid A. It is a member of lipid As, a dodecanoate ester and a tetradecanoate ester. It is a conjugate acid of a heptosyl-(KDO)2-lipid A(6-). CCCCCCCCCCCCCC(=O)O[C@H](CCCCCCCCCCC)CC(=O)O[C@@H]1[C@H]([C@@H](O[C@@H]([C@H]1OP(=O)(O)O)CO[C@@]2(C[C@H]([C@H]([C@H](O2)[C@@H](CO)O)O[C@@H]3[C@H]([C@H]([C@@H]([C@H](O3)[C@H](CO)O)O)O)O)O[C@@]4(C[C@H]([C@H]([C@H](O4)[C@@H](CO)O)O)O)C(=O)O)C(=O)O)OC[C@@H]5[C@H]([C@@H]([C@H]([C@H](O5)OP(=O)(O)O)NC(=O)C[C@@H](CCCCCCCCCCC)O)OC(=O)C[C@@H](CCCCCCCCCCC)O)O)NC(=O)C[C@@H](CCCCCCCCCCC)OC(=O)CCCCCCCCCCC